BrC1=C(C=C(C=C1)C(C(=O)O)C)F 2-(4-bromo-3-fluorophenyl)propionic acid